CC(C[C@H](NC([C@@H](CC=1N(C=CN1)C)NC(=O)C1=NC=CN=C1)=O)B(O)O)C ((R)-3-methyl-1-((R)-3-(1-methyl-1H-imidazol-2-yl)-2-(pyrazine-2-carboxamido)propanamido)butyl)boronic acid